sodium 1-aminoethyl-3-methylimidazole bromide [Br-].NC(C)C1=NC=CN1C.[Na+]